C(C1=CC=CC=C1)N1C(C2=C(C1)C=CS2)=O 5-benzyl-6-oxo-5,6-dihydro-4H-thieno[2,3-c]pyrrole